(3S,4R)-(rel)-4-[(5-chloro-4-{4-fluoro-2-[(1R)-1-hydroxyethyl]-1-(propan-2-yl)-1H-benzimidazol-6-yl}pyrimidin-2-yl)amino]-1-(methanesulfonyl)piperidin-3-ol ClC=1C(=NC(=NC1)N[C@H]1[C@H](CN(CC1)S(=O)(=O)C)O)C=1C=C(C2=C(N(C(=N2)[C@@H](C)O)C(C)C)C1)F |o1:8,9,27|